2-(2,6-dioxopiperidin-3-yl)-6-fluoro-1,3-dioxoisooctanol O=C1NC(CCC1C(C(O)=O)C(CCC(C)(C)F)=O)=O